C(C(=O)O)(=O)O.N1(CCOCC1)C(C=CC)=O 1-morpholinylbut-2-en-1-one oxalate